3-(3-chloropropyl)-7-fluoro-1H-4,2,1-benzooxathiazine 2,2-dioxide ClCCCC1S(NC2=C(O1)C=CC(=C2)F)(=O)=O